CC1=C(C=C(C=C1)[N+](=O)[O-])[N+](=O)[O-] 1-methyl-2,4-dinitrobenzene